2-(((3S,4R)-4-ethoxytetrahydrofuran-3-yl)amino)-N-(4-phenylpyridin-3-yl)pyrimidine-4-carboxamide C(C)O[C@@H]1[C@H](COC1)NC1=NC=CC(=N1)C(=O)NC=1C=NC=CC1C1=CC=CC=C1